NCCSCCNC(C1=C(C=C(C=C1)NC=1C=2N(C=CN1)C(=CN2)C2=CC(=C(C=C2)OC)F)C)=O N-(2-((2-aminoethyl)thio)ethyl)-4-((3-(3-fluoro-4-methoxyphenyl)imidazo[1,2-a]pyrazin-8-yl)amino)-2-methylbenzamide